di(tert-butyl)tellurium C(C)(C)(C)[Te]C(C)(C)C